3-(2,3,5-trifluorophenoxy)azetidine-1-carboxylic acid tert-butyl ester C(C)(C)(C)OC(=O)N1CC(C1)OC1=C(C(=CC(=C1)F)F)F